t-butylchlorosilane C(C)(C)(C)[SiH2]Cl